undecylenamide C(CCCCCCCCC=C)(=O)N